C[C@@H]1CN(C[C@@H](O1)C)S(=O)(=O)C1=CC=C(C=C1)NC(=O)NCC=1C=CC=2N(C1)C=CN2 1-{4-[(2R,6S)-2,6-dimethylmorpholine-4-sulfonyl]phenyl}-3-{imidazo[1,2-a]pyridin-6-ylmethyl}urea